C(C1CO1)OCC1CO1 Di-GlycidylEther